5-hydroxypentyl (methyl)allyl ether CC=CCOCCCCCO